5-(2-(3-(2-methyl-1H-imidazol-1-yl)phenoxy)ethoxy)picolinonitrile CC=1N(C=CN1)C=1C=C(OCCOC=2C=CC(=NC2)C#N)C=CC1